Tert-butyl (S)-4-(7-chloro-6-fluoro-1-(2-isopropyl-6-methyl-4-(methylthio) pyridin-3-yl)-2-carbonyl-1,2-dihydropyrido[2,3-d]pyrimidin-4-yl)-3-methylpiperazine-1-carboxylate ClC=1C(=CC2=C(N(C(N=C2N2[C@H](CN(CC2)C(=O)OC(C)(C)C)C)=C=O)C=2C(=NC(=CC2SC)C)C(C)C)N1)F